tert-Butyl 4-[(2-chloro-4-fluoro-phenoxy)methyl]-4-fluoro-piperidine-1-carboxylate ClC1=C(OCC2(CCN(CC2)C(=O)OC(C)(C)C)F)C=CC(=C1)F